FC1=C(C(=O)N)C=C(C(=C1)NC1=NC=C2N(C(N(C2=N1)C1C2CC3CC(CC1C3)(C2)O)=O)C)C 2-fluoro-4-((9-(5-hydroxyadamantan-2-yl)-7-methyl-8-oxo-8,9-dihydro-7H-purin-2-yl)amino)-5-methylbenzamide